Methyl 3,3-dimethyl-1,3-azasilolidine-5-carboxylate C[Si]1(CNC(C1)C(=O)OC)C